C(#N)C1=CC(=C(C=C1)N1CC(N(C2(CC(C2)C(=O)NC2CC(C2)O)C1=O)CC1=CC=C(C=C1)C(F)(F)F)=O)F (2s,4S)-8-(4-cyano-2-fluorophenyl)-N-((1s,3S)-3-hydroxycyclobutyl)-6,9-dioxo-5-(4-(trifluoro-methyl)benzyl)-5,8-diazaspiro[3.5]nonane-2-carboxamide